FC1=C(C=C(C=C1)C=1C=CN2C1C(N(C=C2)CC(=O)N2CC(C2)(C)F)=O)C(F)(F)F 8-(4-fluoro-3-(trifluoromethyl)phenyl)-2-(2-(3-fluoro-3-methylazetidin-1-yl)-2-oxoethyl)pyrrolo[1,2-a]pyrazin-1(2H)-one